(9Z)-octadec-9-en-1-amine C(CCCCCCC\C=C/CCCCCCCC)N